N-[(1s,4s)-4-{[2-(trifluoromethyl)imidazo[1,2-a]pyridin-5-yl]amino}cyclohexyl]-2H-indazole-7-carboxamide FC(C=1N=C2N(C(=CC=C2)NC2CCC(CC2)NC(=O)C2=CC=CC3=CNN=C23)C1)(F)F